COCC1NCC(NCCCCN2CCCC(N(C1)C)C2)C 10-(methoxymethyl)-7,12-dimethyl-1,6,9,12-tetraazabicyclo[11.3.1]heptadecane